(2S,4r)-1-[(2S)-2-(4-cyclopropyl-triazol-1-yl)-3,3-dimethyl-butyryl]-N-[[3-(3-fluorophenyl)-1,2,4-oxadiazol-5-yl]methyl]-4-hydroxy-pyrrolidine-2-carboxamide C1(CC1)C=1N=NN(C1)[C@H](C(=O)N1[C@@H](C[C@H](C1)O)C(=O)NCC1=NC(=NO1)C1=CC(=CC=C1)F)C(C)(C)C